COC1=CC=C(CN2C(C=3N(CC2)N=C(C3)C(=O)O)=O)C=C1 5-(4-methoxybenzyl)-4-oxo-4,5,6,7-tetrahydropyrazolo[1,5-a]pyrazine-2-carboxylic acid